CC12C=CC(C3C(OC(C31)=O)=O)O2 4-methyl-3a,4,7,7a-tetrahydro-4,7-epoxy-2-benzofuran-1,3-dione